2-methyl-5,6-dimercaptobenzimidazole CC=1NC2=C(N1)C=C(C(=C2)S)S